NC1=NC(=C2N=CN(C2=N1)CCNC(=O)C1=CC(=NN1)C1=CC=CC=C1)O N-(2-(2-amino-6-hydroxy-9H-purin-9-yl)ethyl)-3-phenyl-1H-pyrazole-5-carboxamide